fluoropyridinecarboxylic acid ethyl ester C(C)OC(=O)C1=NC=CC=C1F